3-(5-(tert-butyl)furan-3-yl)urea C(C)(C)(C)C1=CC(=CO1)NC(N)=O